OCC(C)([C@H]1CC[C@H]2C3=CCC4C[C@H](CC[C@]4(C)[C@H]3CC[C@]12C)CC(=O)[O-])C (3S)-20-hydroxymethyl-20-methyl-pregn-7-en-3-ylacetate